BrCCCCCCO[Si](OC(OCCCC(=O)[O-])CCCCCCCCCCC)(C)C 15-bromo-8,8-dimethyl-6-undecyl-5,7,9-trioxa-8-silapentadecanoate